tetrakis[triphenylphosphine] palladium (0) [Pd].C1(=CC=CC=C1)P(C1=CC=CC=C1)C1=CC=CC=C1.C1(=CC=CC=C1)P(C1=CC=CC=C1)C1=CC=CC=C1.C1(=CC=CC=C1)P(C1=CC=CC=C1)C1=CC=CC=C1.C1(=CC=CC=C1)P(C1=CC=CC=C1)C1=CC=CC=C1